OCC(C)(C)N(C(O)=O)CCOC N-(2-hydroxy-1,1-dimethylethyl)-N-(2-methoxyethyl)carbamic acid